(2-benzyl-8-(cyclohexylmethyl)-2,8-diazaspiro[4.5]decan-4-yl)methanol C(C1=CC=CC=C1)N1CC2(C(C1)CO)CCN(CC2)CC2CCCCC2